2-(Dodecylthiocarbonothioylthio)propionic acid C(CCCCCCCCCCC)SC(=S)SC(C(=O)O)C